C(C)(C)[Si](C#CC1=CC=CC2=CC=CC(=C12)B1OC(C(O1)(C)C)(C)C)(C(C)C)C(C)C triisopropyl[(8-(4,4,5,5-tetramethyl-1,3,2-dioxaborolane-2-yl)naphthalen-1-yl)ethynyl]silane